ethyl 2-[3-(1-acetylpiperidin-4-yl)-4-(isoquinolin-3-yl)indazol-1-yl]acetate C(C)(=O)N1CCC(CC1)C1=NN(C2=CC=CC(=C12)C=1N=CC2=CC=CC=C2C1)CC(=O)OCC